COC(=O)C=1SC=C(C1)CN1C(N(C2=NC(=NC=C12)N)[C@@H]1O[C@@H]([C@H]([C@H]1OC(C)=O)F)COC(C)=O)=O Methyl-4-((9-((2R,3S,4R,5R)-3-acetoxy-5-(acetoxymethyl)-4-fluorotetrahydrofuran-2-yl)-2-amino-8-oxo-8,9-dihydro-7H-purin-7-yl)methyl)thiophen-2-carboxylat